COC(=O)N1COC2(C(=N1)C1=CC=CC=C1C2)C(=O)O indeno[1,3,4]oxadiazine-2,4a(3h,5h)-dicarboxylic acid methyl ester